C1(CCCCC1)[C@@H](C(=O)NC1=NC(=C(N=C1)C=1C(=NNC1C)C)F)NC(=O)C1=CC=NN1C(C=C)C=C (S)-N-(1-cyclohexyl-2-((5-(3,5-dimethyl-1H-pyrazol-4-yl)-6-fluoropyrazin-2-yl)amino)-2-oxoethyl)-1-(penta-1,4-dien-3-yl)-1H-pyrazole-5-carboxamide